ClC=1C=C(C=CC1)C(=O)OO m-chlorophenylperoxyformic acid